[Fe](Cl)(Cl)Cl.C(C=1C(O)=CC=CC1)NCCNCC=1C(O)=CC=CC1 bis(salicyl)ethylenediamine iron (III) chloride